O[C@H]1[C@@H]([C@H](CC=C1)C1=CC(=CC=C1)OC)NC(OC)=O Methyl ((1R,2R,3R)-3-hydroxy-3'-methoxy-1,2,3,6-tetrahydro-[1,1'-biphenyl]-2-yl)carbamate